N-(3-methoxy-4-methylphenyl)cyclohexanecarboxamide hydrochloride Cl.COC=1C=C(C=CC1C)NC(=O)C1CCCCC1